C1=CC=CC=2C3=CC=CC=C3C(C12)COC(=O)N(C(C(=O)O)CCN=[N+]=[N-])C 2-((((9H-fluoren-9-yl)methoxy)carbonyl)(methyl)amino)-4-azidobutanoic acid